3-[4-[[1-(Trifluoromethyl)cyclopropyl]methylamino]phenyl]azetidine boron trifluoride B(F)(F)F.FC(C1(CC1)CNC1=CC=C(C=C1)C1CNC1)(F)F